2-(4-(6-((4-cyano-2-fluorobenzyl)oxy)pyridin-2-yl)-2,5-difluorobenzyl)-1-((3S,4S)-4-(methoxymethyl)tetrahydrofuran-3-yl)-1H-benzo[d]imidazole-6-carboxylic acid C(#N)C1=CC(=C(COC2=CC=CC(=N2)C2=CC(=C(CC3=NC4=C(N3[C@@H]3COC[C@@H]3COC)C=C(C=C4)C(=O)O)C=C2F)F)C=C1)F